bromo-7-fluoro-8-iodo-2-methyl-3,4-dihydroquinazolin-4-one BrN1C(=NC2=C(C(=CC=C2C1=O)F)I)C